BrC1=C(N)C(=CC(=C1)C(C)(C)C)Br 2,6-dibromo-4-tert-butyl-aniline